N-(8-((3,4,6-O-triacetyl-2-acetylamino-2-deoxy-β-D-galactopyranosyl)oxy)-3,6-dioxaoctanoyl)-3,3-bis(hydroxymethyl)azetidine C(C)(=O)[C@]1([C@H]([C@@H](O[C@@H]([C@@]1(O)C(C)=O)COC(C)=O)OCCOCCOCC(=O)N1CC(C1)(CO)CO)NC(C)=O)O